O1C(COCC1)CN([C@@H]1CC[C@H](CC1)N(C1=C(C(N(C=2C=CC(=NC12)C#N)C)=O)C#N)C)C1=CC=C(C=C1)F trans-8-((4-(((1,4-dioxan-2-yl)methyl)(4-fluorophenyl)amino)cyclohexyl)(methyl)amino)-5-methyl-6-oxo-5,6-dihydro-1,5-naphthyridine-2,7-dicarbonitrile